(3Z)-15,15-dimethoxy-1,3-pentadecadiene COC(CCCCCCCCCC\C=C/C=C)OC